ClC=1C=C(C(=O)N(C)C)C=CC1NC=1N=CC2=CC=CC(=C2C1)C=1C=NN(C1)C 3-chloro-N,N-dimethyl-4-((5-(1-methyl-1H-pyrazol-4-yl)isoquinolin-3-yl)amino)benzamide